FC1=C(C(=O)N2CCC(CC2)C(=O)N2N=CCC2C2=CC=CC=C2)C=CC(=C1)F (1-(2,4-difluorobenzoyl)piperidin-4-yl)(5-phenyl-4,5-dihydro-1H-pyrazol-1-yl)methanone